FC(C=1C=C2C=C(NC2=CC1)CNCCCCOC1CN(C1)C1=NC2=C(C3=CN=CC=C13)C=CC(=C2)C(=O)O)(F)F 5-(3-(4-(((5-(Trifluoromethyl)-1H-indol-2-yl)methyl)amino)butoxy)azetidin-1-yl)benzo[c][2,6]naphthyridine-8-carboxylic acid